5-(4-nitrophenyl)oxazole-4-carboxylic acid [N+](=O)([O-])C1=CC=C(C=C1)C1=C(N=CO1)C(=O)O